FC1=CC=C(C=C1)[C@@H](C(=O)N1CC(CCC1)F)NS(=O)(=O)C1=CC=C(C=C1)OC(F)(F)F N-((1S)-1-(4-fluorophenyl)-2-(3-fluoropiperidin-1-yl)-2-oxoethyl)-4-(trifluoromethoxy)benzenesulfonamide